ClC=1C=C(C=CC1Cl)NC(=O)[C@@H]1[C@H]2C[C@@H]([C@@H]([C@@H]1C=1C=NC(=NC1)F)O2)O (1R,2S,3S,4R,5S)-N-(3,4-dichlorophenyl)-3-(2-fluoropyrimidin-5-yl)-5-hydroxy-7-Oxabicyclo[2.2.1]Heptane-2-carboxamide